5-(hydroxymethyl)-N-[3-[3-[[5-(hydroxymethyl)pyridine-2-carbonyl]amino]-2-methyl-phenyl]-2-methyl-phenyl]pyridine-2-carboxamide OCC=1C=CC(=NC1)C(=O)NC1=C(C(=CC=C1)C1=C(C(=CC=C1)NC(=O)C1=NC=C(C=C1)CO)C)C